pentyl-undecane C(CCCC)CCCCCCCCCCC